diethyl(1-phenylpropan-2-yl) phosphoramidate P(OC(CC1=CC=CC=C1)C(CC)CC)([O-])(=O)N